CN1CCC=2C3=C(C4=C(C[C@@H]13)C=CC=C4)C=CC2 (6aR)-6-methyl-5,6,6a,7-tetrahydro-4H-dibenzo[de,g]quinoline